S1C=NC2=C1C=CC(=C2)N2C(=NN=C2)C2C1C(C(N2C2=NC(=CC(=C2)C(F)(F)F)C)=O)CCC1 3-(4-(benzo[d]thiazol-5-yl)-4H-1,2,4-triazol-3-yl)-2-(6-methyl-4-(trifluoromethyl)pyridin-2-yl)hexahydrocyclopenta[c]pyrrol-1(2H)-one